Tert-Butyl (3-(Bis(10-(Didecylamino)-10-Oxodecyl)Amino)Propyl)Carbamate C(CCCCCCCCC)N(C(CCCCCCCCCN(CCCNC(OC(C)(C)C)=O)CCCCCCCCCC(N(CCCCCCCCCC)CCCCCCCCCC)=O)=O)CCCCCCCCCC